ClC=1C=C(C=CC1C1=NC(=C(C=C1)F)C#N)S(=O)(=O)NC1CCC(CC1)(C)O 3-chloro-4-(6-cyano-5-fluoropyridin-2-yl)-N-((1R,4R)-4-hydroxy-4-methylcyclohexyl)benzenesulfonamide